CC=1C(C(CCC1)(C)C)\C=C/C(CC)=O (Z)-1-(2,6,6-trimethylcyclohex-2-en-1-yl)pent-1-en-3-one